S(=O)(=O)([O-])[O-].[Ba+2].[S-2].[Zn+2] zinc sulfide barium sulphate